CC(C)(CCC)C1=CC=C(OC2=CC=C(C=N2)N)C=C1 6-(4-(2-Methylpentan-2-yl)phenoxy)pyridin-3-amin